tert-butyl 4-((1-(1-(1-((2-chloro-4-(trifluoromethyl)phenyl)carbamoyl) cyclobutyl)-1H-pyrazol-4-yl)piperidin-4-yl)methyl)piperazine-1-carboxylate ClC1=C(C=CC(=C1)C(F)(F)F)NC(=O)C1(CCC1)N1N=CC(=C1)N1CCC(CC1)CN1CCN(CC1)C(=O)OC(C)(C)C